chloromethyl (3-(((bis(benzyloxy)phosphoryl)oxy)methyl)pyridin-2-yl)(methyl)carbamate C(C1=CC=CC=C1)OP(=O)(OCC1=CC=CC=C1)OCC=1C(=NC=CC1)N(C(OCCl)=O)C